O1CCN(CC1)C=1C2=C(N=CN1)N(C(=C2)C=2N=CC(=NC2)NC(=O)C2=NC=CC(=C2)CN2C[C@@H](CCC2)NC(OC(C)(C)C)=O)COCC[Si](C)(C)C tert-butyl (R)-(1-((2-((5-(4-morpholino-7-((2-(trimethylsilyl)ethoxy)methyl)-7H-pyrrolo[2,3-d]pyrimidin-6-yl)pyrazin-2-yl)carbamoyl)pyridin-4-yl)methyl)piperidin-3-yl)carbamate